C(C)C1(COC1)COCC1(COC1)CC 3-ethyl-3-[((3-ethyloxetan-3-yl)methoxy)methyl]oxetane